C(C)(C)(C)OC(NC1CC(CCC1)N1CCN(CC1)C(C)=O)=O N-[3-(4-acetylpiperazin-1-yl)cyclohexyl]carbamic acid tert-butyl ester